4-(4-fluorophenyl)-2-(methyl-(2-methyl-1-oxo-6-(piperazin-1-yl)-1,2-dihydroisoquinolin-4-yl)amino)thiazole tert-butyl-3-(2-(2-(2-aminoethoxy)acetamido)ethoxy)propanoate C(C)(C)(C)OC(CCOCCNC(COCCN)=O)=O.FC1=CC=C(C=C1)C=1N=C(SC1)N(C1=CN(C(C2=CC=C(C=C12)N1CCNCC1)=O)C)C